ClC1=C(C=CC(=C1)C(F)(F)F)NC(CN1C=2N(C(C(=C1CC)N1CCNCC1)=O)N=C(N2)C2=CC=C(C=C2)OC2CC2)=O N-(2-chloro-4-(trifluoromethyl)phenyl)-2-(2-(4-cyclopropyloxyphenyl)-5-ethyl-7-oxo-6-(piperazin-1-yl)-[1,2,4]triazolo[1,5-a]pyrimidin-4(7H)-yl)acetamide